C(C1=CC=CC=C1)N1C([C@H](OCC1)C)C(=O)OCC1=CC=CC=C1 benzyl (2R)-4-benzyl-2-methylmorpholine-3-carboxylate